2-chloro-N-(6-methyl-5-(2-(2-(((1r,4r)-4-(methylamino)cyclohexyl)amino)pyrimidin-5-yl)vinyl)pyridin-2-yl)benzenesulfonamide ClC1=C(C=CC=C1)S(=O)(=O)NC1=NC(=C(C=C1)C=CC=1C=NC(=NC1)NC1CCC(CC1)NC)C